3-(1-methyl-1,2,3,6-tetrahydro pyridin-4-yl)-1H-indol-4-yl acetate C(C)(=O)OC1=C2C(=CNC2=CC=C1)C=1CCN(CC1)C